methyl 4-(8-(1-methyl-1H-pyrazol-4-yl)-2-(trimethylsilyl)-3H-pyrrolo[2,3-c]isoquinolin-1-yl)cyclohexane-1-carboxylate CN1N=CC(=C1)C1=CC=2C3=C(N=CC2C=C1)NC(=C3C3CCC(CC3)C(=O)OC)[Si](C)(C)C